NCCC=1C=NC(=NC1)C1=C(C=C(C#N)C=C1)OC=1N(N=C(C1)C)C 4-[5-(2-aminoethyl)pyrimidin-2-yl]-3-(2,5-dimethylpyrazol-3-yl)oxybenzonitrile